FC(C[C@@H](C(=O)NC1=NC=CC(=C1)C1=C(C=2N=CN=C(C2N1)O[C@@H]1COCC1)C1=NC=CC=C1)C1=CC=C(C=C1)F)F |o1:3| (2R or S)-4,4-difluoro-2-(4-fluorophenyl)-N-{4-[4-{[(3S)-oxolan-3-yl]oxy}-7-(pyridin-2-yl)-5H-pyrrolo[3,2-d]pyrimidin-6-yl]pyridin-2-yl}butanamide